1-(1-methyl-6-(1-(3-((4-((5-(trifluoromethoxy)pyrimidin-2-yl)amino)piperidin-1-yl)sulfonyl)benzyl)piperidin-4-yl)-1H-indazol-3-yl)dihydropyrimidine-2,4(1H,3H)-dione CN1N=C(C2=CC=C(C=C12)C1CCN(CC1)CC1=CC(=CC=C1)S(=O)(=O)N1CCC(CC1)NC1=NC=C(C=N1)OC(F)(F)F)N1C(NC(CC1)=O)=O